bis(α-hydroxyisopropyl)toluene (S)-tert-butyl-(3-(dibenzylamino)-1,1-difluoropropan-2-yl)carbamate C(C)(C)(C)N(C(O)=O)[C@H](C(F)F)CN(CC1=CC=CC=C1)CC1=CC=CC=C1.OC(C)(C)C(C1=CC=CC=C1)C(C)(C)O